2-(1-t-butoxycarbonyl-azetidin-3-yl)acetic acid C(C)(C)(C)OC(=O)N1CC(C1)CC(=O)O